4-methoxy-7-(1-methyl-6-oxo-1,6-dihydropyridin-3-yl)-N-(3-(methylamino)-3-oxopropyl)-N-(1-(pyridine-2-yl)piperidin-4-yl)benzo[b]thiophene-2-carboxamide COC1=CC=C(C=2SC(=CC21)C(=O)N(C2CCN(CC2)C2=NC=CC=C2)CCC(=O)NC)C2=CN(C(C=C2)=O)C